NC1=NC=CC(=N1)OC1CN(CC1)C(=O)OC(C)(C)C tert-butyl 3-((2-aminopyrimidin-4-yl)oxy)pyrrolidine-1-carboxylate